FC(C(=O)O)(F)F.NC1CC2(CN(C2)CC=2C=C(C=C(C2)C=2C(=NOC2C)C)O)C1 3-((6-Amino-2-azaspiro[3.3]heptan-2-yl)methyl)-5-(3,5-dimethylisoxazol-4-yl)phenol trifluoroacetate